3-(2-(benzyloxy)-4-(1-isopropyl-4-(trifluoromethyl)-1H-imidazol-2-yl)benzyl)-5-(4-cyclopropyl-6-methoxypyrimidin-5-yl)-1-methyl-1H-pyrazolo[4,3-d]pyrimidine C(C1=CC=CC=C1)OC1=C(CC2=NN(C3=C2N=C(N=C3)C=3C(=NC=NC3OC)C3CC3)C)C=CC(=C1)C=1N(C=C(N1)C(F)(F)F)C(C)C